cyclopropyl-2-oxo-pyridine-3-carboxamide C1(CC1)C1=C(C(NC=C1)=O)C(=O)N